(S)-10-((5-chloro-2-((tetrahydro-2H-pyran-4-yl)oxy)pyridin-4-yl)amino)-2,7-dimethyl-2,3-dihydro-[1,4]oxazepino[6,5-c]quinoline-5,6(1H,7H)-dione ClC=1C(=CC(=NC1)OC1CCOCC1)NC1=CC=2C3=C(C(N(C2C=C1)C)=O)C(OC[C@@H](N3)C)=O